FC(OC1=CC2=C(N=C(O2)C=2C(=C(C=CC2)C2=C(C(=CC=C2)C2=NC(=C(C=C2)CN2C[C@H](CC2)C)OC)C)C)C=C1CN1[C@@H](CCC1)C(=O)OC)F Methyl ((6-(difluoromethoxy)-2-(3'-(6-methoxy-5-(((S)-3-methylpyrrolidin-1-yl)methyl) pyridin-2-yl)-2,2'-dimethyl-[1,1'-biphenyl]-3-yl)benzo[d]oxazol-5-yl)methyl)-L-prolinate